O1N=C(C2=C1C=CC=C2)C(S(=O)(=O)N(CC2=C(C=C(C=C2)OC)OC)CC2=C(C=C(C=C2)OC)OC)F 1-(benzo[d]isoxazol-3-yl)-N,N-bis(2,4-dimethoxybenzyl)-1-fluoromethanesulfonamide